3,7,8,9-tetrahydro-6H-imidazo[4,5-f]quinoline-6-carboxylate N1=CNC=2C1=C1CCCN(C1=CC2)C(=O)[O-]